C1(CCCC1)O[C@@H](CC1=NN2C(C(=CC=C2C(=O)O)OC)=C1)[C@H](O)C1=CC(=C(C(=C1)OC)C)OC 2-[(2S,3R)-2-(cyclopentoxy)-3-(3,5-dimethoxy-4-methyl-phenyl)-3-hydroxy-propyl]-4-methoxy-pyrazolo[1,5-a]pyridine-7-carboxylic acid